tert-butyl 4-[5-[2-(2,6-dimethyl-4-pyridyl)-3-methyl-1H-indol-6-yl]-2-pyridyl]-3,6-dihydro-2H-pyridine-1-carboxylate CC1=NC(=CC(=C1)C=1NC2=CC(=CC=C2C1C)C=1C=CC(=NC1)C=1CCN(CC1)C(=O)OC(C)(C)C)C